cyclopentanesulfonyl chloride C1(CCCC1)S(=O)(=O)Cl